C(C#CC)(=O)N1[C@@H](CCC1)C=1NC(=C(N1)C1=CC=C(C(=O)NC2=NC=CC=C2)C=C1)C(N)=N 4-{2-[(2S)-1-(2-butynoyl)-2-pyrrolidinyl]-5-carbamimidoyl-1H-imidazol-4-yl}-N-(2-pyridinyl)benzamide